OCC=1CN2C(OCC1)=C1C(=N2)CCN(C1)C(=O)OC(C)(C)C tert-butyl 4-(hydroxymethyl)-5,8,9,11-tetrahydropyrido[4',3':3,4]pyrazolo-[5,1-b][1,3]oxazepine-10(2H)-carboxylate